ClC=1C=CC(=C(C1)CC(=O)O)N1N=NN=C1 2-(5-chloro-2-(1H-tetrazol-1-yl)phenyl)acetic acid